C(CCC)N1[C@@H]2CCC3=C([C@H]2C=2C=CC(=C(C2C1)C)O)C=C(C(=C3)O)O (6aR,12bS)-(+)-N-butyl-4-methyl-3,10,11-trihydroxy-5,6,6a,7,8,12b-hexahydrobenzo[a]phenanthridine